FC=1C=CC=C2CCO[C@@H](C12)[C@@H]1NCCC1 (R)-2-((S)-8-fluoroisochroman-1-yl)pyrrolidine